COC1=CC=C2C(C=CNC2=N1)=O 7-methoxy-1,8-naphthyridin-4(1H)-one